S(N)(=O)(=O)NCCC1CN(C1)C1=NC(=NC2=CC(=C(C=C12)OC)OC)C1=CC=NC=C1 4-(3-(2-sulfamoylaminoethyl)azetidin-1-yl)-6,7-dimethoxy-2-(pyridin-4-yl)quinazoline